2-chloro-N-(3-cyclopropyl-1-(tetrahydro-2H-pyran-4-yl)-1H-1,2,4-triazol-5-yl)pyridin-4-amine ClC1=NC=CC(=C1)NC1=NC(=NN1C1CCOCC1)C1CC1